N[C@H]1C2(CN3N=CC=C31)CCN(CC2)C=2N=CC(=NC2)SC2=C(C(=NC=C2)N2N=CC(=C2)C(=O)N)Cl (S)-1-(4-((5-(4'-amino-4'H,6'H-spiro[piperidine-4,5'-pyrrolo[1,2-b]pyrazol]-1-yl)pyrazin-2-yl)thio)-3-chloropyridin-2-yl)-1H-pyrazole-4-carboxamide